N-(4-(4-methylpiperazin-1-yl)-3-((methylthio)methyl)phenyl)quinazolin-2-amine CN1CCN(CC1)C1=C(C=C(C=C1)NC1=NC2=CC=CC=C2C=N1)CSC